C1=NC=CC2=CC(=CC=C12)\C=C\1/N=C(NC1=O)NCC1=NC=C(N=C1)C (4Z)-4-(6-Isoquinolylmethylene)-2-[(5-methylpyrazin-2-yl)methylamino]-1H-imidazol-5-one